FC(CN1N=NC2=C1C=C(C=C2)C2=CNC=1N=C(N=C(C12)OC)NC1CCC(CC1)OCCO)F 2-(((1r,4r)-4-((5-(1-(2,2-difluoroethyl)-1H-benzo[d][1,2,3]triazol-6-yl)-4-methoxy-7H-pyrrolo[2,3-d]pyrimidin-2-yl)amino)cyclohexyl)oxy)ethan-1-ol